O1C=2N(CC1)N=CC2C2=CC(=NC=C2C(=O)OC)C methyl 4-(2,3-dihydropyrazolo(5,1-b)oxazol-7-yl)-6-methylnicotinate